BrC1=CC2=C(OCCS2(=N)=O)C=C1 6-bromo-4-imino-3,4-dihydro-2H-4λ4-benzo[b][1,4]oxathiine 4-oxide